tert-butyl (5-chloro-3-ethylpyrazolo[1,5-a]pyrimidin-7-yl)(2-fluoro-5-nitrobenzyl)carbamate ClC1=NC=2N(C(=C1)N(C(OC(C)(C)C)=O)CC1=C(C=CC(=C1)[N+](=O)[O-])F)N=CC2CC